4-benzyloxy-2-[2-[2-[[tert-butyl-(dimethyl)silyl]oxymethyl]-4-fluoro-phenoxy]-4-methyl-5-(trifluoromethyl)-3-pyridinyl]-1,6-naphthyridine-5-carbonitrile C(C1=CC=CC=C1)OC1=CC(=NC=2C=CN=C(C12)C#N)C=1C(=NC=C(C1C)C(F)(F)F)OC1=C(C=C(C=C1)F)CO[Si](C)(C)C(C)(C)C